C(C)(C)(C)OC(=O)N([C@H]1COC2(C1)CCN(CC2)C(=O)OCC2=CC=CC=C2)C[C@@H](COC2=CC(=CC=C2)S(N)(=O)=O)O (R)-benzyl 3-((tert-butoxycarbonyl)((S)-2-hydroxy-3-(3-sulfamoylphenoxy)propyl)amino)-1-oxa-8-azaspiro[4.5]decane-8-carboxylate